tert-butyl N-[3-ethyl-5-[[2-[(2R,5S)-5-methyl-2-(1H-thieno[3,2-c]pyrazol-5-yl)-1-piperidyl]-2-oxo-acetyl]amino]-2-pyridyl]carbamate C(C)C=1C(=NC=C(C1)NC(C(=O)N1[C@H](CC[C@@H](C1)C)C1=CC=2NN=CC2S1)=O)NC(OC(C)(C)C)=O